C1=NC=CC2=CC=CC(=C12)C1=C(C=C(COCCC(=O)OC(C)(C)C)C=C1)OCCC1=CC=C(C=C1)C=1C=CC=C2C=CN=CC12 tert-butyl 3-((4-(isoquinolin-8-yl)-3-(4-(isoquinolin-8-yl)phenethoxy)benzyl)oxy)propanoate